[5-(difluoromethyl)-1,3,4-thiadiazol-2-yl]-3-ethyl-5-fluoro-benzimidazol-2-one FC(C1=NN=C(S1)C1=C(C=CC=2NC(N(C21)CC)=O)F)F